(1R,3R,4R)-N-((R)-1-cyano-2-((S)-2-oxopyrrolidin-3-yl)ethyl)-5,5-difluoro-2-(4-methoxy-1H-indole-2-carbonyl)-2-azabicyclo[2.2.2]octane-3-carboxamide C(#N)[C@@H](C[C@H]1C(NCC1)=O)NC(=O)[C@@H]1N([C@H]2CC([C@@H]1CC2)(F)F)C(=O)C=2NC1=CC=CC(=C1C2)OC